6-chloro-3-(3-(4-(4,4,5,5-tetramethyl-1,3,2-dioxaborolan-2-yl)phenyl)-1,2,4-oxadiazol-5-yl)quinolin-2(1H)-one ClC=1C=C2C=C(C(NC2=CC1)=O)C1=NC(=NO1)C1=CC=C(C=C1)B1OC(C(O1)(C)C)(C)C